C(C)(=O)N[C@H]1CCC2=C(C3=CC=C(C(C=C13)=O)C(=O)NC)C(=C(C(=C2)OC)O)OC (S)-7-acetamido-2-hydroxy-1,3-dimethoxy-N-methyl-9-oxo-5,6,7,9-tetrahydrobenzo[a]heptalen-10-carboxamide